N-methyl-5-(4-((3-methyl-2,4-dioxo-1,2,3,4-tetrahydroquinazolin-7-yl)methyl)piperazin-1-yl)picolinamide CNC(C1=NC=C(C=C1)N1CCN(CC1)CC1=CC=C2C(N(C(NC2=C1)=O)C)=O)=O